BrC=1C=C2C(NC(=NC2=CC1)N1CCN(C2(CC2)C1)C(=O)OC(C)(C)C)=O tert-butyl 7-(6-bromo-4-oxo-3,4-dihydroquinazolin-2-yl)-4,7-diazaspiro[2.5]octane-4-carboxylate